CN(C(N(C1=CC=CC2=CC=CC(=C12)N(C(=NC)N(C)C)C)C)=NC)C 1,8-bis-(tetramethyl-guanidino)naphthalene